2-amino-4,7-dihydro-5H-spiro[1-benzothiophene-6,2'-[1,3]dioxolane]-3-carbonitrile NC=1SC2=C(C1C#N)CCC1(OCCO1)C2